N12CC(C(CC1)CC2)N(C(O)=O)[C@H]2C(CC1=CC(=CC=C21)C=2OC1=C(C2)C=CC=C1)(C)C.BrCC(=O)C1=CC=C(C=C1)C(F)(F)F 2-bromo-1-[4-(trifluoromethyl)phenyl]ethan-1-one (S)-quinuclidin-3-yl-(5-(benzofuran-2-yl)-2,2-dimethyl-2,3-dihydro-1H-inden-1-yl)carbamate